N1(C=NC=C1)CC=1N=NN(C1)CC=1OC(=NN1)C1=CC=CC=C1 2-((4-((1H-imidazol-1-yl)methyl)-1H-1,2,3-triazol-1-yl)methyl)-5-phenyl-1,3,4-oxadiazole